(2S,3R,4S,5R,6R)-2-(Furan-2-carbonyl)-6-((pivaloyloxy)methyl)tetrahydro-2H-pyran O1C(=CC=C1)C(=O)[C@H]1O[C@H](CCC1)COC(C(C)(C)C)=O